7-[2-[5-[[1-[2-(aminomethyl)-3,3-difluoro-allyl]-5-oxo-1,2,4-triazol-4-yl]methyl]-2-thienyl]ethynyl]-1H-pyrido[2,3-b][1,4]oxazin-2-one NCC(CN1N=CN(C1=O)CC1=CC=C(S1)C#CC1=CC2=C(OCC(N2)=O)N=C1)=C(F)F